2-(4-aminophenyl)-3-(4-(pyrimidin-2-yloxy)phenyl)imidazo[1,2-c]pyrimidin-5-amine NC1=CC=C(C=C1)C=1N=C2N(C(=NC=C2)N)C1C1=CC=C(C=C1)OC1=NC=CC=N1